C(C1=CC=CC=C1)NCC(=O)[O-].[Na+] sodium 2-benzylaminoacetate